4-amino-5-(3,4-dimethoxybenzylamino)-phthalonitrile NC=1C=C(C(C#N)=CC1NCC1=CC(=C(C=C1)OC)OC)C#N